N[C@H]1C[C@H](NCC1)C1=CC=CC=C1 (2S,4R)-4-Amino-2-phenylpiperidine